NCCCOC1CCN(CC1)C(=O)OC(C)(C)C tert-butyl 4-(3-aminopropoxy)piperidine-1-carboxylate